ClCC=1N=C2N(C=C(N=C2N2C(N(C(C2)=O)C)=O)C2CC2)C1 1-(2-(chloromethyl)-6-cyclopropylimidazo[1,2-a]pyrazin-8-yl)-3-methylimidazolidine-2,4-dione